1-(2,6-dichlorophenyl)-4-((4-(3-(trifluoromethyl)-4,5,6,7-tetrahydro-2H-indazol-2-yl)phenyl)amino)-1H-pyrazole-3-carboxamide ClC1=C(C(=CC=C1)Cl)N1N=C(C(=C1)NC1=CC=C(C=C1)N1N=C2CCCCC2=C1C(F)(F)F)C(=O)N